The molecule is an N-sulfonyldiazepane resullting from the formal condensation of 5-iodo-1-naphthylsulfonic acid with one of the nitrogens of 1,4-diazepane. It is a selective inhibitor of myosin light chain kinase (EC 2.7.11.18). It has a role as an EC 2.7.11.18 (myosin-light-chain kinase) inhibitor. It is an organoiodine compound and a N-sulfonyldiazepane. C1CNCCN(C1)S(=O)(=O)C2=CC=CC3=C2C=CC=C3I